O=C1NC(CCC1C1=CC(=C(C=C1)N1CCN(CC1)CC1(CCN(CC1)NC(OCCCC)=O)F)F)=O butyl (4-((4-(4-(2,6-dioxopiperidin-3-yl)-2-fluorophenyl)piperazin-1-yl)methyl)-4-fluoropiperidin-1-yl)carbamate